2,4,4'',5'-tetra-tert-butyl-N-(3-chlorophenyl)-[1,1':3',1''-terphenyl]-2'-amine C(C)(C)(C)C1=C(C=CC(=C1)C(C)(C)C)C1=C(C(=CC(=C1)C(C)(C)C)C1=CC=C(C=C1)C(C)(C)C)NC1=CC(=CC=C1)Cl